3,5-Dimethyl-2-(4-(((R)-1-methylpiperidin-3-yl)amino)-6,7-dihydro-5H-cyclopenta[d]pyridazin-1-yl)phenol CC=1C(=C(C=C(C1)C)O)C1=NN=C(C2=C1CCC2)N[C@H]2CN(CCC2)C